2-(3-nitrophenyl)-1,3-dioxolane [N+](=O)([O-])C=1C=C(C=CC1)C1OCCO1